BrCC=1C=C(C(=O)OC)C=C(C1)CBr methyl 3,5-bisbromomethylbenzoate